tert-butyl 3-methyl-6-(2-methylbenzo[d]thiazol-5-yl)-3,4-dihydropyridine-1(2H)-carboxylate CC1CN(C(=CC1)C=1C=CC2=C(N=C(S2)C)C1)C(=O)OC(C)(C)C